3,5-difluoro-4-(1-methanesulfonylethyl)phenol FC=1C=C(C=C(C1C(C)S(=O)(=O)C)F)O